N1N=CC2=C(C=CC=C12)CN1N=CC2=C(C1=O)N(C1=C2SC(=N1)C(=O)N)C 6-((1H-indazol-4-yl)methyl)-4-methyl-5-oxo-5,6-dihydro-4H-thiazolo[5',4':4,5]pyrrolo[2,3-d]pyridazine-2-carboxamide